Bisphenol a (carbonate) C(O)(O)=O.OC1=CC=C(C=C1)C(C)(C)C1=CC=C(C=C1)O